4-(2H-tetrazol-5-yl)piperidine hydrochloride Cl.N=1NN=NC1C1CCNCC1